(5-(2-methoxyethyl)-4,5,6,7-tetrahydro-1H-pyrazolo[4,3-c]pyridin-3-yl)methanone COCCN1CC2=C(CC1)NN=C2C=O